CCCCC/C=C\\C/C=C\\C=C\\[C@@H](C/C=C\\CCCC(=O)O)O The molecule is a HETE having an (8R)-hydroxy group and (5Z)-, (9E)-, (11Z)- and (14Z)-double bonds. It derives from an icosa-5,9,11,14-tetraenoic acid. It is an enantiomer of an 8(S)-HETE.